C[Si](CCCNCCN)(OCC)C dimethylethoxy(aminoethylaminopropyl)silane